C(CCCCCCCCCCCCCCCCCCC)(=O)OCCCCCCCCCC decyl icosanoate